ClC1=NC=C(C(=N1)NC1CCC(CC1)O)C(=O)O 2-chloro-4-(((1r,4r)-4-hydroxycyclohexyl)amino)pyrimidine-5-carboxylic acid